2-(2-(dimethylamino)ethyl)-6-morpholinyl-N4-(pyridin-4-yl)-1,3,5-triazine-2,4-diamine CN(CCC1(NC(=NC(=N1)NC1=CC=NC=C1)N1CCOCC1)N)C